ethyl (S)-4-((1-ethoxy-1-oxopropan-2-yl) amino)butanoate C(C)OC([C@H](C)NCCCC(=O)OCC)=O